5H-pyrrolo[1,2-b][1,2,4]triazole-2-carboxylate N1=C2N(N=C1C(=O)[O-])CC=C2